C(C)(=O)NC=1C=C(C=CC1)C1=CC=C2C(=N1)N(C(=N2)C=2C(=NC=CC2)N)C2=CC=C(CNC(=O)C1=CC(=CC=3N=C(SC31)C#N)F)C=C2 N-(4-(5-(3-Acetamidophenyl)-2-(2-aminopyridin-3-yl)-3H-imidazo[4,5-b]pyridin-3-yl)benzyl)-2-cyano-5-fluorobenzo[d]thiazole-7-carboxamide